(2R,4S,5S)-2-(6-amino-9H-purin-9-yl)-5-((methylselanyl)methyl)tetrahydrofuran-3,4-diol NC1=C2N=CN(C2=NC=N1)[C@@H]1O[C@@H]([C@H](C1O)O)C[Se]C